ClC=1C=C2C(=CN=C(C2=CN1)O[C@@H]1C[C@@H](C1)S(=O)(=O)C)[C@@](C)(CC)O (R)-2-(6-chloro-1-(cis-3-(methylsulfonyl)cyclobutoxy)-2,7-naphthyridin-4-yl)butan-2-ol